Sodium (R)-4-((3-((2-(acetylthio)ethyl)amino)-3-oxopropyl)(methyl)amino)-3-hydroxy-2,2-dimethyl-4-oxobutyl phosphate P(=O)(OCC([C@H](C(=O)N(C)CCC(=O)NCCSC(C)=O)O)(C)C)([O-])[O-].[Na+].[Na+]